(4'-fluoro-[1,1'-biphenyl]-4-yl)methanone FC1=CC=C(C=C1)C1=CC=C(C=C1)C=O